[C@H]12CN(C[C@H](CC1)N2)C=2C1=C(N=C(N2)OC[C@]23CCCN3C[C@@H](C2)F)N=C(C(=C1)F)C1=CC(=CC2=CC=C(C(=C12)C#C)F)O 4-(4-((1R,5S)-3,8-diazabicyclo[3.2.1]octan-3-yl)-6-fluoro-2-(((2R,7aS)-2-fluorotetrahydro-1H-pyrrolizin-7a(5H)-yl)methoxy)pyrido[2,3-d]pyrimidin-7-yl)-5-ethynyl-6-fluoronaphthalen-2-ol